CC1(C)CCC[C@]2(C)[C@H]3COC(=O)C3=CC[C@@H]12 cinnamolide